Cl.C[C@H]1[C@@H]2CC[C@H](C1)N2 |r| (+-)-(1S,2R,4R)-2-methyl-7-azabicyclo[2.2.1]heptane hydrochloride